(S)-N-(3-((1,2,3,4-tetrahydroacridin-9-yl)amino)propyl)piperidine-3-carboxamide C1CCCC2=NC3=CC=CC=C3C(=C12)NCCCNC(=O)[C@@H]1CNCCC1